N[C@H](C(=O)OC)CC1C(NC2(CC2)C1)=O methyl (2S)-2-amino-3-(5-oxo-4-azaspiro[2.4]heptan-6-yl)propanoate